C1=C(C=CC=2CCCCC12)N l-5,6,7,8-tetrahydronaphthalen-2-amine